COC=1C=C(C=CC1OC)C1=CC(=CC=C1)C1CB(OC1)O 4-(3',4'-Dimethoxy-[1,1'-biphenyl]-3-yl)-1,2-oxaborolan-2-ol